N-(3-((2-((4-((1-acetylpyrrolidin-3-yl)(methyl)amino)phenyl)amino)-5-methoxypyrimidin-4-yl)oxy)phenyl)acrylamide L-(+)-tartrate dihydrate O.O.C(=O)(O)[C@H](O)[C@@H](O)C(=O)O.C(C)(=O)N1CC(CC1)N(C1=CC=C(C=C1)NC1=NC=C(C(=N1)OC=1C=C(C=CC1)NC(C=C)=O)OC)C